4-((3-fluoro-6-((5-methylthiazol-2-yl)amino)pyridin-2-yl)methyl)-2-methylpiperidine-4-carboxylic acid methyl ester hydrochloride Cl.COC(=O)C1(CC(NCC1)C)CC1=NC(=CC=C1F)NC=1SC(=CN1)C